3-butyl-1,4-pentanedione C(CCC)C(CC=O)C(C)=O